BrC1=NC=CC(=C1F)NC(C(F)F)=O N-(2-bromo-3-fluoro-4-pyridyl)-2,2-difluoro-acetamide